FC1=C(C(=CC(=C1)F)F)C1=NN2C(N=CC=C2)=N1 2,4,6-Trifluorophenyl-[1,2,4]triazolo[1,5-a]pyrimidin